Cl.N1CC(CCC1)C=1SC(=NN1)C=1C(=NC=CC1)C(F)(F)F 2-(piperidin-3-yl)-5-(2-(trifluoromethyl)pyridin-3-yl)-1,3,4-thiadiazole hydrochloride